The molecule is an aromatic ketone that is imidazole that is substituted at positions 2 and 5 by (6-hydroxy-1H-indol-3-yl)carbonyl and 6-bromo-1H-indol-3-yl groups respectively. Isolated from Mediterranean shallow-water sponges Topsentia genetrix, and from Caribbean deep-sea sponges of the Halichondriidae family, it has antitumour and antiviral properties. Toxic to fish. It has a role as an antiviral agent, an antineoplastic agent and a marine metabolite. It is a member of imidazoles, an indole alkaloid, a member of hydroxyindoles, a bromoindole and an aromatic ketone. C1=CC2=C(C=C1O)NC=C2C(=O)C3=NC=C(N3)C4=CNC5=C4C=CC(=C5)Br